CC(C(=O)OC)=CC1=CC=CC=C1 methyl α-methylcinnamate